OC=1C(=C(C=O)C=CC1)[N+](=O)[O-] 3-HYDROXY-2-NITROBENZALDEHYDE